FC1=NC=CC(=C1)C=1C2=C(C(=NC1)NCC=1C=C(C(=O)NC=3SC=4CN(CCC4N3)C)C=CC1)CCO2 3-(((7-(2-Fluoropyridin-4-yl)-2,3-dihydrofuro[3,2-c]pyridin-4-yl)amino)methyl)-N-(5-methyl-4,5,6,7-tetrahydrothiazolo[5,4-c]pyridin-2-yl)benzamid